C(CCCCCCCCCCCCCCC)N1C(=C(C(C2=C(C=C(C=C12)OCC=C)OCC=C)=O)OCC=C)C1=CC=CC=C1 N-hexadecyl-2-phenyl-3,5,7-tris-(2-propen-1-yloxy)-quinolin-4-one